2-(6-chloro-8-fluoro-4-isopropylquinazolin-2-yl)propan-2-ol ClC=1C=C2C(=NC(=NC2=C(C1)F)C(C)(C)O)C(C)C